methyl 6-(2,2-dimethyltetrahydro-2H-pyran-4-yl)-1-methyl-1H-indole-2-carboxylate CC1(OCCC(C1)C1=CC=C2C=C(N(C2=C1)C)C(=O)OC)C